benzyl (1-(4-aminobenzyl)piperidin-4-yl)carbamate NC1=CC=C(CN2CCC(CC2)NC(OCC2=CC=CC=C2)=O)C=C1